C(#N)C#CC#N dicyanovinylene